Methylen-bis(4-(3-(trifluoromethyl)-3H-diazirin-3-yl)benzoat) C(C1=C(C(=O)[O-])C=CC(=C1)C1(N=N1)C(F)(F)F)C1=C(C(=O)[O-])C=CC(=C1)C1(N=N1)C(F)(F)F